triisopropoxy(trimethylsiloxy)zirconium C(C)(C)O[Zr](O[Si](C)(C)C)(OC(C)C)OC(C)C